C(C)OC(=O)C1=CN(C2=CC=CC=C2C1=O)C1=CC=C(C=C1)OCCO 1-(4-(2-hydroxyethoxy)phenyl)-4-oxo-1,4-dihydroquinoline-3-carboxylic acid ethyl ester